4-bromo-2-trifluoromethylphenylacetic acid BrC1=CC(=C(C=C1)CC(=O)O)C(F)(F)F